rac-(1R,2S)-2-(1-methylpyrazol-4-yl)cyclopropylamine CN1N=CC(=C1)[C@H]1[C@@H](C1)N |r|